CN1N=C(C=C1)C=1C(CCC1)=O (1-methyl-1H-pyrazol-3-yl)cyclopent-2-en-1-one